CCCCCCCCCCCC(=O)OC[C@H](COP(=O)(O)OCC(CO)O)OC(=O)CCCCCCCCCCC 1,2-dilauroyl-sn-glycero-3-phosphoglycerol